1,3-dideoxy-1-[(S and R)-sulfinyl]-β-D-glucopyranose S(=O)=C1[C@H](O)C[C@H](O)[C@H](O1)CO